phenyl (5-ethoxy-2-fluorophenyl)carbamate C(C)OC=1C=CC(=C(C1)NC(OC1=CC=CC=C1)=O)F